ClC=1C(=C2C(=C(N(C2=CC1)CCCOC1=CC(=CC2=CC=CC=C12)SCC1=CC=C(C=C1)OC)C(=O)OC)CC)C=1C(=NN(C1C)C)CO Methyl 5-chloro-3-ethyl-4-(3-(hydroxymethyl)-1,5-dimethyl-1H-pyrazol-4-yl)-1-(3-((3-((4-methoxybenzyl)thio)naphthalen-1-yl)oxy)propyl)-1H-indole-2-carboxylate